CC=1N(C=CN1)C=1C=C(C(=O)[O-])C=CC1[N+](=O)[O-] 3-(2-methylimidazol-1-yl)-4-nitro-benzoate